FC1(CN(CC1)C1=NC=CC(=C1C1=NC2=C(N1)COC(C2)(C)C)C2=CC=CC=C2)F 2-(2-(3,3-difluoropyrrolidin-1-yl)-4-phenylpyridin-3-yl)-6,6-dimethyl-3,4,6,7-tetrahydropyrano[3,4-d]imidazole